7-bromo-2,4-dichloropyrrolo[2,1-f][1,2,4]triazine BrC1=CC=C2C(=NC(=NN21)Cl)Cl